heptaldehyde C(CCCCCC)=O